2-(4-bromo-2-formylphenoxy)propionic acid BrC1=CC(=C(OC(C(=O)O)C)C=C1)C=O